ClC1=CC=C2C(=NC=3N(C2=C1)C=NN3)N(C3=CC(=CC=C3)C=3C=NC(=CC3)O[C@@H](C(F)(F)F)C)C (R)-8-chloro-N-methyl-N-(3-(6-((1,1,1-trifluoropropan-2-yl)oxy)pyridin-3-yl)phenyl)-[1,2,4]triazolo[4,3-a]quinazolin-5-amine